C(C1=CC=NC=C1)=O isonicotinaldehyde